N-(4-(3-oxo-3-(phenylamino)propyl)-1-phenyl-1H-imidazol-2-yl)-5-(1H-pyrazol-4-yl)nicotinamide O=C(CCC=1N=C(N(C1)C1=CC=CC=C1)NC(C1=CN=CC(=C1)C=1C=NNC1)=O)NC1=CC=CC=C1